ClC1=NC2=CC=CC=C2N=C1C1=NC(=NC(=N1)C1=CC=CC=2OC3=C(C21)C=CC=C3)C3=CC=CC=C3 2-chloro-3-(4-(dibenzo[b,d]furan-1-yl)-6-phenyl-1,3,5-triazin-2-yl)quinoxaline